(2S,4S)-1-tert-butoxycarbonyl-4-[(5-cyclopropyloxazol-2-yl)methyl]pyrrolidine-2-carboxylic acid C(C)(C)(C)OC(=O)N1[C@@H](C[C@H](C1)CC=1OC(=CN1)C1CC1)C(=O)O